2-bromo-9,9'-dimethylfluorene CC1(C2=CC=CC=C2C3=C1C=C(C=C3)Br)C